N-(4-iodophenyl)-4-[2-oxo-4-(pyridin-3-yl)-2,3-dihydro-1H-1,3-benzodiazol-1-yl]piperidine-1-carboxamide IC1=CC=C(C=C1)NC(=O)N1CCC(CC1)N1C(NC2=C1C=CC=C2C=2C=NC=CC2)=O